N1CCC(CC1)CNC(=O)C=1C2=C(SC1NC(C1=CN=CC=C1)=O)CCCC2 N-(3-((piperidin-4-ylmethyl)carbamoyl)-4,5,6,7-tetrahydro-benzo[b]thiophen-2-yl)nicotinamide